C(N)(=O)[C@H]1C[C@H](CN1)N1CC(C1)OC1=C(C2=C([C@H]3[C@@H](B(O2)O)C3)C=C1)C(=O)O (1aS,7bR)-5-({1-[(3R,5R)-5-carbamoylpyrrolidin-3-yl]azetidin-3-yl}oxy)-2-hydroxy-1,1a,2,7b-tetrahydrocyclopropa[c][1,2]benzoxaborinine-4-carboxylic acid